N-(4-(aminomethyl)phenyl)-4-(((3R,4R)-1-(2-cyanoacetyl)-4-methylpiperidin-3-yl)(methyl)amino)-7H-pyrrolo[2,3-d]pyrimidine-7-carbothioamide NCC1=CC=C(C=C1)NC(=S)N1C=CC2=C1N=CN=C2N(C)[C@H]2CN(CC[C@H]2C)C(CC#N)=O